(S)-N-[(3-{4-[6-(guanidinoiminomethyl)pyridin-3-yl]-3-fluorophenyl}-2-oxo-1,3-oxazolidin-5-yl)methyl]acetamide N(C(=N)N)N=CC1=CC=C(C=N1)C1=C(C=C(C=C1)N1C(O[C@H](C1)CNC(C)=O)=O)F